N1=C(C=CC=C1)CNCC1=CC=C(C=C1)CN(C1CCCC=2C=CC=NC12)CCNC(=N)N N-(2-pyridinylmethyl)-N'-(2-guanidinoethyl)-N'-(5,6,7,8-tetrahydro-8-quinolinyl)-1,4-benzenedimethanamine